C1(CC1)C=1NC2=C3C(=CC=C2C1)SC=C3 cyclopropyl-thieno-indole